NCC(=O)[O-] (S)-glycinate